FC1=C(C(=O)OC)C(=C(C(=C1F)F)F)S(NC1=CC(=C(C=C1)OC)F)(=O)=O methyl 2,3,4,5-tetrafluoro-6-(N-(3-fluoro-4-methoxyphenyl)sulfamoyl)benzoate